5-Ethynyl-2-((1-(methylsulfonyl)piperidin-4-yl)amino)-8-phenylpyrido[2,3-d]pyrimidin-7(8H)-one C(#C)C1=CC(N(C=2N=C(N=CC21)NC2CCN(CC2)S(=O)(=O)C)C2=CC=CC=C2)=O